2-(4-bromo-1-methyl-1H-pyrazole-5-yl)-6-cyclopropoxy-3-fluoro-4-(3-methoxypyrrolidin-1-yl)benzonitrile BrC=1C=NN(C1C1=C(C#N)C(=CC(=C1F)N1CC(CC1)OC)OC1CC1)C